(1R)-1-(1-(1-tosylpyrrolidin-3-yl)-1,6-dihydroimidazo[4,5-d]pyrrolo[2,3-b]pyridine-2-yl)ethanol S(=O)(=O)(C1=CC=C(C)C=C1)N1CC(CC1)N1C(=NC=2C1=C1C(=NC2)NC=C1)[C@@H](C)O